C1(CC1)C1=CC=C(C(N1C)=O)CC1=C(C=CC(=C1)F)F 6-Cyclopropyl-3-(2,5-difluorobenzyl)-1-methylpyridin-2(1H)-one